ClC1=NC(=CC(=C1C(=O)NC=1SC(=NN1)OC[C@H]1COC[C@H]1C)C1=CC=NC=C1OC)C chloro-5'-methoxy-6-methyl-N-(5-(((3r,4s)-4-methyltetrahydrofuran-3-yl)methoxy)-1,3,4-thiadiazol-2-yl)-(4,4'-bipyridyl)-3-carboxamide